2-(3-(dimethylamino)propyl)-1,3,5-triazine-2,4,6-triamine CN(CCCC1(NC(=NC(=N1)N)N)N)C